N(=[N+]=[N-])CCOCCOCCOC1=CC(=C(C(=C1)O[C@@H]1O[C@@H]([C@H](C([C@H]1O)O)O)CO)C(CCC1=CC=C(C=C1)O)=O)O 1-(4-(2-(2-(2-Azidoethoxy)ethoxy)ethoxy)-2-hydroxy-6-(((2S,3R,5S,6R)-3,4,5-trihydroxy-6-(hydroxymethyl)tetrahydro-2H-pyran-2-yl)oxy)phenyl)-3-(4-hydroxyphenyl)propan-1-one